NC1=C(C2=C(C(N1C1=C(C(=CC=C1C)O)C)=O)SC(=N2)S(=O)(=O)C)C(=O)N 6-amino-5-(3-hydroxy-2,6-dimethylphenyl)-2-(methylsulfonyl)-4-oxo-4,5-dihydrothiazolo[5,4-c]pyridine-7-carboxamide